8-ethyl-8-methoxy-2,6-dimethyl-6,8-dihydro-7H-pyrrolo[2,3-g]quinazolin-7-one C(C)C1(C(N(C=2C=C3C=NC(=NC3=CC21)C)C)=O)OC